C(/C1=CC=CC=C1)=C/1\[C@H]2[C@@H]([C@@H]([C@@H]1CC2)NC(C(F)(F)F)=O)C(=O)NC2=CC(=C(C=C2)F)C(F)(F)F (1R,2S,3R,4R,Z)-7-benzylidene-N-(4-fluoro-3-(trifluoromethyl)phenyl)-3-(2,2,2-trifluoroacetamido)bicyclo[2.2.1]heptane-2-carboxamide